C(C1=CC=C(C(=O)O)C=C1)(=O)O.C(CCCCCC)N.C(CCCCCC)N bis(n-heptylamine) terephthalate salt